(S)-2-(2-hydroxypropan-2-yl)-N'-((3-methyl-1,2,3,5,6,7-hexahydrodicyclopenta[b,e]pyridin-8-yl)carbamoyl)thiazole-5-sulfonimidamide OC(C)(C)C=1SC(=CN1)[S@](=O)(N)=NC(NC1=C2C(=NC3=C1CCC3)C(CC2)C)=O